N(=[N+]=[N-])CCCCSC 1-azido-4-(methylsulfanyl)butane